tert-Butyl (4-(4-amino-7-(1-methyl-2-oxo-1,2-dihydropyridin-3-yl)pyrrolo[2,1-f][1,2,4]triazin-5-yl)-2-methoxyphenyl)carbamate NC1=NC=NN2C1=C(C=C2C=2C(N(C=CC2)C)=O)C2=CC(=C(C=C2)NC(OC(C)(C)C)=O)OC